Ethyl (6R)-6-{4-[3-(4-methyl-1H-pyrazol-1-yl)pyridin-2-yl]piperazin-1-yl}-2-azaspiro[3.4]octane-2-carboxylate CC=1C=NN(C1)C=1C(=NC=CC1)N1CCN(CC1)[C@H]1CC2(CN(C2)C(=O)OCC)CC1